NC=1N=CC(=NC1OC=1C=NN(C1)C1CCN(CC1)C)C=1C=C(C(=C(C1)[C@]1(COCC1)O)N1CCOCC1)C (R)-3-(5-(5-amino-6-((1-(1-methylpiperidin-4-yl)-1H-pyrazol-4-yl)oxy)pyrazin-2-yl)-3-methyl-2-morpholinophenyl)tetrahydrofuran-3-ol